Cl.C1S(CC12CNC2)(=O)=O 2-thia-6-azaspiro[3.3]Heptane 2,2-dioxide hydrochloride